2-(3-(3-amino-6-(2-hydroxyphenyl)pyridazin-4-yl)-3,8-diazabicyclo[3.2.1]octan-8-yl)pyrimidine-5-carbaldehyde NC=1N=NC(=CC1N1CC2CCC(C1)N2C2=NC=C(C=N2)C=O)C2=C(C=CC=C2)O